3-(3-ethylsulfanyl-2-pyridyl)-7-(trifluoromethyl)chromen-4-one C(C)SC=1C(=NC=CC1)C1=COC2=CC(=CC=C2C1=O)C(F)(F)F